OC1[C@@H](O[C@](C(O1)O)(CO[Si](C(C)C)(C(C)C)C(C)C)CO)N1C=2N=C(NC(C2N=C1)=O)NC(C(C)C)=O N-[9-[(2R,6S)-3,5-dihydroxy-6-(hydroxymethyl)-6-(triisopropylsilyloxymethyl)-1,4-dioxan-2-yl]-6-oxo-1H-purin-2-yl]-2-methyl-propionamide